C(C)(C)(C)OC(=O)N1[C@H](C[C@@H](C1)N1N=C(C(=C1NCC1=CC=C(C=C1)OC)C#N)Br)COC.C(C)(C)(C)OOC1(CCCCC1)OOC(C)(C)C 1,1-Di-(tert-butylperoxy)cyclohexane Tert-butyl-(2R,4S)-4-(3-bromo-4-cyano-5-((4-methoxybenzyl)amino)-1H-pyrazol-1-yl)-2-(methoxymethyl)pyrrolidine-1-carboxylate